Isopropyl-(5-methoxy-2-pyridin-2-yl-pyrimidin-4-yl)-ammonium fumarate C(\C=C\C(=O)[O-])(=O)[O-].C(C)(C)[NH2+]C1=NC(=NC=C1OC)C1=NC=CC=C1.C(C)(C)[NH2+]C1=NC(=NC=C1OC)C1=NC=CC=C1